4-((3'R,4'S,5'R)-6''-chloro-4'-(3-chloro-2-fluorophenyl)-1'-ethyl-2''-oxodispiro[cyclohexane-1,2'-pyrrolidine-3',3''-indoline]-5'-carboxamido)bicyclo[2.2.2]-octane-1-carboxylic acid ClC1=CC=C2[C@@]3(C(NC2=C1)=O)C1(N([C@H]([C@@H]3C3=C(C(=CC=C3)Cl)F)C(=O)NC32CCC(CC3)(CC2)C(=O)O)CC)CCCCC1